O1C(CCCC1)N1N=CC=C1C=1N=C2CCCNC2=CC1 6-[1-(Oxan-2-yl)-1H-pyrazol-5-yl]-1,2,3,4-tetrahydro-1,5-naphthyridine